N-(5-fluoro-2-nitro-4-(trifluoromethoxy)phenyl)acetamide FC=1C(=CC(=C(C1)NC(C)=O)[N+](=O)[O-])OC(F)(F)F